(6-Acetamido-4-((2-(1,1-difluoroethyl)-6-ethylpyrimidin-4-yl)amino)pyridin-3-yl)boronic acid C(C)(=O)NC1=CC(=C(C=N1)B(O)O)NC1=NC(=NC(=C1)CC)C(C)(F)F